C1(=CC(=CC=C1)CNC1=NC(=C2N(C1=O)[C@@H](CC2)C(=O)OCC2=CC=CC=C2)Cl)C2=CC=CC=C2 benzyl (S)-3-(([1,1'-biphenyl]-3-ylmethyl)amino)-1-chloro-4-oxo-4,6,7,8-tetrahydropyrrolo[1,2-a]pyrazine-6-carboxylate